BrC=1C=C(C=CC1)NC1=NC=NC2=CC=C(C=C12)NC(C=C)=O 4-[(3-Bromophenyl)amino]-6-acrylamidoquinazoline